ClC1=NC=NC(=N1)C1=CC=C(C=C1)C1=CC=CC2=CC=CC=C12 4-chloro-6-(4-(naphthalen-1-yl)phenyl)-1,3,5-triazine